ClC1=CC(=NC(=C1)C(F)(F)F)[C@]1(CC(=NO1)C1=CC(=C(C(=O)N[C@@H]2C[C@H](C2)C(F)(F)F)C=C1)C)C(F)(F)F |o1:11| 4-((R*)-5-(4-chloro-6-(trifluoromethyl)pyridin-2-yl)-5-(trifluoromethyl)-4,5-dihydroisoxazol-3-yl)-2-methyl-N-((trans)-3-(trifluoromethyl)cyclobutyl)benzamide